C1(=CC=CC2=CC=CC=C12)C1OC(=C(C1=O)OC(C)=O)N 2-(1-naphthyl)-4-(acetoxy)-5-amino-3(2H)-furanone